C1(CC1)CN1N=CC(=C1)C(O)C=1C(=NN(C1)C(C)C)I (1-(cyclopropylmethyl)-1H-pyrazol-4-yl)(3-iodo-1-isopropyl-1H-Pyrazol-4-yl)methanol